FC=1C=C(N)C=C(C1OC)F 3,5-Difluoro-4-methoxyaniline